2-(2-bromophenyl)-5-methyl-1,3-dioxolane BrC1=C(C=CC=C1)C1OC(CO1)C